FC=1C=C(CCN(C(OC(C)(C)C)=O)CCCF)C=CC1CN1C(=C(C=2C=3C=NNC3C=CC21)F)C2=C(C=CC=C2)C tert-butyl (3-fluoro-4-((8-fluoro-7-(o-tolyl)pyrrolo[3,2-e]indazol-6(3H)-yl)methyl)phenethyl)(3-fluoropropyl)carbamate